2-(4-cyclopropyl-6-methoxy-pyrimidin-5-yl)-4-[[4-[1-methyl-4-(trifluoromethyl)imidazol-2-yl]phenyl]methoxy]pyrimidine-5-carbaldehyde C1(CC1)C1=NC=NC(=C1C1=NC=C(C(=N1)OCC1=CC=C(C=C1)C=1N(C=C(N1)C(F)(F)F)C)C=O)OC